FC(C(=O)[O-])(F)F.C(=O)(O)COCCN1CCN(CC1)CC[NH2+][C@@H]1C[C@H](CC1)NC1=CC(=NC=2N1N=CC2)C(CC)CC 2-[4-[2-(carboxymethoxy)ethyl]piperazin-1-yl]ethyl-[(1S,3S)-3-[[5-(1-ethylpropyl)pyrazolo[1,5-a]pyrimidin-7-yl]amino]cyclopentyl]ammonium 2,2,2-trifluoroacetate